CC1=CC=2N(C=C1)C(=C(N2)C=2C=NC(=CC2C)N2N=CC=C2)C[C@H]2CN(CCO2)C(=O)OC(C)(C)C tert-butyl (S)-2-((7-methyl-2-(4-methyl-6-(1H-pyrazol-1-yl)pyridin-3-yl)imidazo[1,2-a]pyridin-3-yl)methyl)morpholine-4-carboxylate